Cl.FC1([C@@H](CNCC1)C)F |r| rac-4,4-difluoro-3-methylpiperidine-HCl